C(C)NCCNC1=C(CNC2=CC(=C(C=C2F)S(=O)(=O)NC2=NC=NS2)F)C=CC(=C1)OC 4-((2-((2-(ethylamino)ethyl)amino)-4-methoxybenzyl)amino)-2,5-difluoro-N-(1,2,4-thiadiazol-5-yl)-benzenesulfonamide